N[C@H]1CN(CCC1)C1=CC(N(C(N1CC#CC)=O)CC1=CSC=C1)=O (R)-6-(3-aminopiperidin-1-yl)-1-(but-2-yn-1-yl)-3-(thiophen-3-ylmethyl)pyrimidine-2,4(1H,3H)-dione